bis(1-methyl-1-cyclopentylethyl)dimethoxysilane CC(C)(C1CCCC1)[Si](OC)(OC)C(C)(C)C1CCCC1